FN1S(NC(C1=O)C1=C(C=CC=C1O)CN[C@@H]1CN(CCC1)CCC(C)C)(=O)=O 2-fluoro-6-hydroxy-4-[[[(3S)-1-isopentyl-3-piperidyl]aminomethyl]phenyl]-1,1-dioxo-1,2,5-thiadiazolidin-3-one